(S)-7-methoxy-4-(1-methyl-3-phenyl-1H-pyrazol-4-yl)-6-(1-(oxetan-3-yl)ethoxy)quinazoline COC1=C(C=C2C(=NC=NC2=C1)C=1C(=NN(C1)C)C1=CC=CC=C1)O[C@@H](C)C1COC1